tert-butyl (S)-3-((2-(p-tolyl)benzo[d]imidazo[2,1-b]thiazole-7-carboxamido)methyl)pyrrolidine-1-carboxylate C1(=CC=C(C=C1)C=1N=C2SC3=C(N2C1)C=CC(=C3)C(=O)NC[C@H]3CN(CC3)C(=O)OC(C)(C)C)C